O[C@@H]1CC2=CC[C@H]3[C@@H]4CC[C@H]([C@@H](CCC(=O)O)C)[C@]4(CC[C@@H]3[C@]2(CC1)C)C 3β-hydroxy-5-cholenic acid